1-(3-(tert-butyl)-1-(4-chlorophenyl)-1H-pyrazol-5-yl)-3-(2-(methylthio)-4-((3-keto-3,4-dihydropyrido[2,3-b]pyrazin-8-yl)oxy)phenyl)urea C(C)(C)(C)C1=NN(C(=C1)NC(=O)NC1=C(C=C(C=C1)OC1=CC=NC=2NC(C=NC21)=O)SC)C2=CC=C(C=C2)Cl